tert-butyl 4-[3-methyl-4-(4,4,5,5-tetramethyl-1,3,2-dioxaborolan-2-yl)phenyl]-3,6-dihydro-2H-pyridine-1-carboxylate CC=1C=C(C=CC1B1OC(C(O1)(C)C)(C)C)C=1CCN(CC1)C(=O)OC(C)(C)C